2-(2-((3R,4R)-3-Amino-4-fluoro-1-piperidinyl)-5-chloro-1H-benzimidazol-1-yl)-1-(1-azetidinyl)ethanon N[C@@H]1CN(CC[C@H]1F)C1=NC2=C(N1CC(=O)N1CCC1)C=CC(=C2)Cl